C1(CCC1)C1=C(C=CC=C1)C1=CC(=CC=C1O[C@H]1C[C@@H](CC1)NC(=O)C1N(CC2(C1)CCOCC2)C)C(=O)O 2'-cyclobutyl-6-{[(1R,3R)-3-{[(3ξ)-2-methyl-8-oxa-2-azaspiro[4.5]decane-3-carbonyl]amino}cyclopentyl]oxy}[1,1'-biphenyl]-3-carboxylic acid